C(C)(C)(C)OC(=O)N1CCN(CC1)S(=O)(=O)N1C2(CN(CC1CC2)CC2=CC=C(C=C2)OC)C(=O)OCC ethyl 8-((4-(tert-butoxycarbonyl)piperazin-1-yl)sulfonyl)-3-(4-methoxybenzyl)-3,8-diazabicyclo[3.2.1]octane-1-carboxylate